FC1=C(C=C(C=C1)F)C1=C(C(=NC=C1)N1C[C@H](CC1)F)NC(C1=CN=C(C=C1)OC)=O (S)-N-(4-(2,5-difluoro-phenyl)-2-(3-fluoropyrrolidin-1-yl)pyridin-3-yl)-6-methoxynicotinamide